2-(1,5-dimethylpyrazol-4-yl)-2-phenyl-acetonitrile CN1N=CC(=C1C)C(C#N)C1=CC=CC=C1